BrC=1C=C(OC2=C(C(=NN2C)C(F)F)C(=O)N[C@@H](C)C2=CC=C(C(=O)OC)C=C2)C=CC1F methyl (S)-4-(1-(5-(3-bromo-4-fluorophenoxy)-3-(difluoromethyl)-1-methyl-1H-pyrazole-4-carboxamido)ethyl)benzoate